C(C1=CC=CC=C1)OC=1C(=CC2=C(NC[C@H]3N(C2=O)C[C@H](C3)F)C1)OC (2S,11aS)-8-(benzyloxy)-2-fluoro-7-methoxy-1,2,3,10,11,11a-hexahydro-5H-benzo[e]pyrrolo[1,2-a][1,4]diazepin-5-one